CP(=O)(C)C1=CN(CCOC1)C(=O)OC(C)(C)C tert-butyl 6-(dimethylphosphoryl)-2,3-dihydro-1,4-oxazepine-4(7H)-carboxylate